3-(5-(2,5-diazabicyclo[2.2.2]octan-2-yl)-4,6,7-trifluoro-1-oxoisoindolin-2-yl)piperidine-2,6-dione C12N(CC(NC1)CC2)C=2C(=C1CN(C(C1=C(C2F)F)=O)C2C(NC(CC2)=O)=O)F